trimethylenebis(melamine) N1=C(NCCCNC2=NC(=NC(=N2)N)N)N=C(N)N=C1N